2-(furan-2-yl)ethanol O1C(=CC=C1)CCO